O[C@@H]1C[C@@H]2CC[C@H]3[C@@H]4CC[C@H](C(C)=O)[C@]4(CC([C@@H]3[C@]2(CC1)C)=O)C 3β-hydroxy-5α-pregnane-11,20-dione